CC1=C(N)C(=CC=C1)SC 2-methyl-6-(methylsulfanyl)aniline